1-(4-Aminophenyl)-1,3,3-trimethyl-indan-6-amin NC1=CC=C(C=C1)C1(CC(C2=CC=C(C=C12)N)(C)C)C